tert-butyl 5,5-difluoro-2,7-diazaspiro[3.5]nonane-2,7-dicarboxylate FC1(C2(CN(C2)C(=O)OC(C)(C)C)CCN(C1)C(=O)[O-])F